BrC=1C=C(C(=NC1C)NC#N)C#N 5-bromo-2-(cyanoamino)-6-methylpyridine-3-carbonitrile